2H-benzotriazoleselon N1NN=C2C1=CC=CC2=[Se]